3-chloro-4,5-dihydro-isoxazole ClC1=NOCC1